C(C=C)(=O)OC1=C(C=C(C=C1C(C1=C(C(=CC(=C1)C(C)(C)CC)C(C)(C)CC)O)C)C(C)(C)CC)C(C)(C)CC 2,4-di-t-amyl-6-(3',5'-di-t-amyl-2'-hydroxy-α-methyl benzyl)phenyl acrylate